2,2-difluoro-2-(4-nitro-phenyl)-ethanol FC(CO)(C1=CC=C(C=C1)[N+](=O)[O-])F